FC1=C(C(=C(C(=C1C(Cl)(Cl)Cl)F)F)F)F pentafluoro-trichlorotoluene